4-methylbenzenesulfonic acid 2-[3-bromo-5-(1-hydroxycyclopentyl)-1,2,4-triazol-1-yl]Ethyl ester BrC1=NN(C(=N1)C1(CCCC1)O)CCOS(=O)(=O)C1=CC=C(C=C1)C